1,1-difluoro-2-{5-[4-fluoro-2-(trifluoromethyl)phenyl]-1,2,4-thiadiazol-3-yl}-6-azaspiro[2.5]octane-6-sulfonamide FC1(C(C12CCN(CC2)S(=O)(=O)N)C2=NSC(=N2)C2=C(C=C(C=C2)F)C(F)(F)F)F